N1(CCCCC1)C(=O)OC1=NC(=NC=C1C(C)(C)C)S(=O)(=O)C tert-butyl-[2-(methylsulfonyl) pyrimidin-4-yl] piperidine-1-carboxylate